NC1=NC=NN2C1=C(C=C2C=2C=CC(=C(C(=O)N[C@@H]1CN(C[C@@H]1F)C(=O)C=1C=NC=CC1Cl)C2)Cl)C(F)(F)F 5-[4-amino-5-(trifluoromethyl)pyrrolo[2,1-f][1,2,4]triazin-7-yl]-2-chloro-N-[(3R,4S)-1-(4-chloropyridine-3-carbonyl)-4-fluoropyrrolidin-3-yl]benzamide